cis-3-Fluoro-4-[7-(4-fluoro-benzyl)-5,6,7,8-tetrahydro-imidazo[1,5-a]pyridin-5-yl]benzonitrile FC=1C=C(C#N)C=CC1[C@@H]1C[C@@H](CC=2N1C=NC2)CC2=CC=C(C=C2)F